butane-1,3-diene ruthenium [Ru].C=CC=C